N-[6-[5-[(1S)-1-[[6-chloro-8-(trifluoromethyl)quinazolin-4-yl]amino]ethyl]-1,2,4-triazol-1-yl]pyrimidin-4-yl]cyclopropane-carboxamide ClC=1C=C2C(=NC=NC2=C(C1)C(F)(F)F)N[C@@H](C)C1=NC=NN1C1=CC(=NC=N1)NC(=O)C1CC1